BrCCC=CCBr 1,5-dibromo-3-pentene